OCC=1N(C2=C(C=CC=C2C1)C)C(=O)OC(C)(C)C tert-butyl 2-(hydroxymethyl)-7-methyl-1H-indole-1-carboxylate